C(CC)[NH-] propylamid